N-[(1S)-1-(dicyclopropylmethyl)-2-[4-(3,5-diisopropyl-1H-pyrazol-4-yl)anilino]-2-oxo-ethyl]-2-isopropyl-pyrazole-3-carboxamide C1(CC1)C([C@@H](C(=O)NC1=CC=C(C=C1)C=1C(=NNC1C(C)C)C(C)C)NC(=O)C=1N(N=CC1)C(C)C)C1CC1